3-(4-fluorophenyl)-2-hydroxy-2-methyl-N-(p-tolyl)propanamide FC1=CC=C(C=C1)CC(C(=O)NC1=CC=C(C=C1)C)(C)O